1-(pyridin-2-yl)azetidin-3-yl (1-(4-(2,6-dioxopiperidin-3-yl)-3,5-difluorophenyl)azetidin-3-yl)carbamate O=C1NC(CCC1C1=C(C=C(C=C1F)N1CC(C1)NC(OC1CN(C1)C1=NC=CC=C1)=O)F)=O